C(C)OC(CN1C(N(C2=C1C=CC=C2C)C=2C=NC(=NC2)C2=C1C(=CN=C2)N(N=C1)C)=O)=O.ClC1=CC(=C(C=C1)CC[N+](=O)[O-])C(F)(F)F 4-chloro-1-(2-nitroethyl)-2-(trifluoromethyl)benzene ethyl-2-[4-methyl-3-[2-(1-methylpyrazolo[3,4-c]pyridin-4-yl)pyrimidin-5-yl]-2-oxo-benzimidazol-1-yl]acetate